FC=1C=C(COC=2C=C3N(C(N2)=O)CC24N3CCC(C2)C4)C=CC1OC1=CC(=NC=C1)C(F)(F)F 3-((3-fluoro-4-((2-(trifluoromethyl)pyridin-4-yl)oxy)benzyl)oxy)-6,7,8,9-tetrahydro-1H,10H-8,9a-methano-pyrido[1',2':3,4]imidazo[1,2-c]pyrimidin-1-one